C1NCC2C1CCC2 octahydro-cyclopenta[c]pyrrole